cis-13-Docosenol C(CCCCCCCCCCC\C=C/CCCCCCCC)O